Hydroxypropyl Iminodiacetate N(CC(=O)[O-])CC(=O)OCCCO